C(CCCCCCCCCCCCCCCCCCCCCCCCCCCCC)N(CC)CCCCCCCCCCCCCCCCCCCCCCCCCCCCCC bistriacontylethylamine